C(C)(=O)C1=CNC(C2=CC=C(C=C12)OC)=O 4-acetyl-6-methoxyisoquinolin-1(2H)-one